tert-butyl 3-[[4-[(3R,5R)-5-[(5-bromo-1-methyl-6-oxo-pyridazin-4-yl)amino]-1-methyl-3-piperidyl]phenyl]methoxy]azetidine-1-carboxylate BrC1=C(C=NN(C1=O)C)N[C@@H]1C[C@@H](CN(C1)C)C1=CC=C(C=C1)COC1CN(C1)C(=O)OC(C)(C)C